2-methyl-2-((2-(6-(3-methylphenethoxy)-1H-indol-1-yl)ethyl)amino)propane-1,3-diol CC(CO)(CO)NCCN1C=CC2=CC=C(C=C12)OCCC1=CC(=CC=C1)C